CP(=O)(C)CSC1=CC=C(C=C1)[N+](=O)[O-] 1-(dimethylphosphorylmethylsulfanyl)-4-nitro-benzene